bis(2-phenylpyridyl)-iridium(III) C1(=CC=CC=C1)C1=NC=CC=C1[Ir+]C=1C(=NC=CC1)C1=CC=CC=C1